NC1=C(C=CC=C1)C1=CC=CC=C1.NC1=C(C=CC=C1)C1=CC=CC=C1.[Pd+2] palladium (II) bis(2-amino-1,1'-biphenyl)